5-pyrazin-2-yl-2-pyridylacetamide N1=C(C=NC=C1)C=1C=CC(=NC1)CC(=O)N